N-[2-(6-keto-7-oxa-2,5-diazaspiro[3.4]octane-2-carbonyl)-2-azaspiro[3.5]nonan-7-yl]-3-(trifluoromethoxy)benzenesulfonamide O=C1NC2(CN(C2)C(=O)N2CC3(C2)CCC(CC3)NS(=O)(=O)C3=CC(=CC=C3)OC(F)(F)F)CO1